FC1=C2CCN(CC2=CC=C1)CC1=NC2=CC=C(C=C2C(N1)=O)OC 2-[(5-fluoro-3,4-dihydro-1H-isoquinolin-2-yl)methyl]-6-methoxy-3H-quinazolin-4-one